O1[C@@H](COCC1)CNC1=NC(N2C(C3=CC=C(C=C3CC2)C#CC2CC2)=C1)=O (R)-2-(((1,4-dioxane-2-yl)methyl)amino)-9-(cyclopropylethynyl)-6,7-dihydro-4H-pyrimido[6,1-a]isoquinolin-4-one